COCCNC(=O)C1=CC2=C(N(C(=N2)NC2=NC3=C(N2)C=CC(=C3)OC(F)(F)F)C3CCOCC3)C=C1 N-(2-methoxyethyl)-1-(tetrahydro-2H-pyran-4-yl)-2-((5-(trifluoro-methoxy)-1H-benzo[d]-imidazol-2-yl)amino)-1H-benzo[d]imidazole-5-carboxamide